CCC(C(=O)O)N1C(=O)C=CC1=O maleimidobutyric acid